Cl.O(C1=CC=CC=C1)CCOCCOC(=O)N=C(N)C1=CC=C(C[NH-])C=C1 {4-[N'-((2-(2-(phenoxy)ethoxy)ethoxy)carbonyl)carbamimidoyl]benzyl}amide hydrochloride